C1=CC=CC2=NC(=C3C=CC=CC3=C12)N1N=C(N=C1N)NC1=CC(=C(C=C1)N1CCN(CC1)C1CCCC1)F 1-(phenanthridin-6-yl)-N3-(3-fluoro-4-(4-cyclopentylpiperazin-1-yl)phenyl)-1H-1,2,4-triazole-3,5-diamine